dimethyl-bis(t-butylperoxy)-3-hexyne CC(C#CC(C)(OOC(C)(C)C)C)(C)OOC(C)(C)C